C1(CC1)N1C(NC2=C(C1=O)C=C(S2)CN2CCN(CC2)C=2C=CC(=NC2)C(=O)NC)=O 5-(4-((3-cyclopropyl-2,4-dioxo-1,2,3,4-tetrahydrothieno[2,3-d]pyrimidin-6-yl)methyl)piperazin-1-yl)-N-methylpicolinamide